ethyl 1-(5-bromopyrimidin-2-yl)-4-fluoropiperidine-4-carboxylate BrC=1C=NC(=NC1)N1CCC(CC1)(C(=O)OCC)F